BrC=1C(=C(OC2CCC(CC2)CCCCN2CCN(CC2)C2=CC=C3C(=N2)N(N=C3C3C(NC(CC3)=O)=O)C)C=CC1)C(F)(F)F 3-(6-(4-(4-((1r,4s)-4-(3-bromo-2-(trifluoromethyl)phenoxy)cyclohexyl)butyl)piperazin-1-yl)-1-methyl-1H-pyrazolo[3,4-b]pyridin-3-yl)piperidine-2,6-dione